C1(CC1)C1=C(C=CC(=C1)F)N(C(=O)C=1C(=NNC1C)C)C1=CC=C(C2=NON=C21)[N+](=O)[O-] N-(2-cyclopropyl-4-fluorophenyl)-3,5-dimethyl-N-(7-nitrobenzo[c][1,2,5]oxadiazol-4-yl)-1H-pyrazole-4-carboxamide